FC(OC=1C=C(C=NC1OC)C1=CC=2N(C=C1)N=C(C2)NC(=O)NCC2(COC2)CO)F 1-(5-(5-(difluoromethoxy)-6-methoxypyridin-3-yl)pyrazolo[1,5-A]pyridin-2-yl)-3-((3-(hydroxymethyl)oxetan-3-yl)methyl)urea